N-[1-[3-[4-[5-(Trifluoromethyl)pyrazin-2-yl]oxyphenyl]azetidine-1-carbonyl]azetidin-3-yl]methanesulfonamide FC(C=1N=CC(=NC1)OC1=CC=C(C=C1)C1CN(C1)C(=O)N1CC(C1)NS(=O)(=O)C)(F)F